P(=S)([O-])([O-])[O-].[Na+].[Na+].[Na+] sodium monothiophosphate